2-(4-{[(3R)-1-methylpiperidin-3-yl]amino}-6,7,8,9-tetrahydro-5H-cyclohepta[d]pyridazin-1-yl)-5-(trifluoromethyl)phenol CN1C[C@@H](CCC1)NC=1C2=C(C(=NN1)C1=C(C=C(C=C1)C(F)(F)F)O)CCCCC2